1,4-diethoxy-1,4-diiodobutane C(C)OC(CCC(I)OCC)I